CC1(COC=2C1=NC(=CC2CNCC(C)(C)C)C(=O)NC2=CC(=CC=C2)C2(CC(C2)C)C2=NN=CN2C)C 3,3-dimethyl-N-(3-((1s,3s)-3-methyl-1-(4-methyl-4H-1,2,4-triazol-3-yl)cyclobutyl)phenyl)-7-((neopentylamino)methyl)-2,3-dihydrofuro[3,2-b]pyridine-5-carboxamide